hydroxyethyl-tetramethyl-piperidinol OCCC1C(C(N(CC1)O)(C)C)(C)C